O=C1NC(CCC1N1C(C2=CC=C(C=C2C1)NC(=O)C1=CC=C2C(=N1)C=NN2)=O)=O N-(2-(2,6-dioxopiperidin-3-yl)-1-oxoisoindolin-5-yl)-1H-pyrazolo[4,3-b]pyridine-5-carboxamide